C1(CC2C(CC1)O2)COC(C=C)=O (3,4-epoxy- cyclohexylmethyl)acrylate